C(=O)(O)C=1C=C(C=C(C1)C(=O)O)P(C)(C)=O 3,5-dicarboxyphenyl-dimethylphosphine oxide